ClC=1N=C(NC1[C@H]1[C@H](CN(CC1)S(=O)(=O)CC=1N=NN(C1)CC1=CC=C(C=C1)OC)C)C1=NC=C(C=C1)F 2-[4-Chloro-5-[(3R,4R)-1-[[1-[(4-methoxyphenyl)methyl]triazol-4-yl]methylsulfonyl]-3-methyl-4-piperidyl]-1H-imidazol-2-yl]-5-fluoro-pyridine